6-[1-(2-Fluoro-6-methyl-phenyl)-piperidin-4-yl]-7-methyl-2-(tetrahydro-pyran-2-yl)-2,4,6,7-tetrahydro-pyrazolo[4,3-d]pyrimidin-5-one FC1=C(C(=CC=C1)C)N1CCC(CC1)N1C(NC=2C(C1C)=NN(C2)C2OCCCC2)=O